N[C@@H]1[C@H](CCCC1)C1=C(C2=NC(=CC(=C2S1)NCC1=CC=CC=C1)Cl)C#C 2-((1s,2s)-2-aminocyclohexyl)-N-benzyl-5-chloro-3-ethynyl-thieno[3,2-b]pyridin-7-amine